CN1N=C(C=C1)C(=O)N[C@H](C(NC1=CC2=C(C=N1)C1(CCOCC1)C(N2)=O)=O)C2CCC(CC2)C 1-Methyl-N-{(1S)-1-(4-methylcyclohexyl)-2-oxo-2-[(2-oxospiro[1H-pyrrolo[3,2-c]pyridine-3,4'-oxane]-6-yl)amino]ethyl}-pyrazole-3-carboxamide